(R)-1-(2,5-difluoropyridin-3-yl)ethyl (4-(5-(6-cyclopropylnicotinamido)pyridin-2-yl)-1-methyl-1H-1,2,3-triazol-5-yl)carbamate C1(CC1)C1=NC=C(C(=O)NC=2C=CC(=NC2)C=2N=NN(C2NC(O[C@H](C)C=2C(=NC=C(C2)F)F)=O)C)C=C1